FC=1C=C(C=C2C=CN(C(C12)=O)C1CN(CC1O)C(=O)OC(C)(C)C)C=1C=C(C=2N(C1)C=C(N2)C)F tert-butyl 3-[8-fluoro-6-(8-fluoro-2-methyl-imidazo[1,2-a]pyridin-6-yl)-1-oxo-2-isoquinolyl]-4-hydroxy-pyrrolidine-1-carboxylate